imidazo[1,2-a]pyridin-5-yl-(2-methyl-3-phenyl-2,4,5,7-tetrahydro-6H-pyrazolo[3,4-c]pyridin-6-yl)methanone N=1C=CN2C1C=CC=C2C(=O)N2CC=1C(CC2)=C(N(N1)C)C1=CC=CC=C1